4-((4-(((tert-butyldimethylsilyl)oxy)methyl)benzyl)oxy)aniline [Si](C)(C)(C(C)(C)C)OCC1=CC=C(COC2=CC=C(N)C=C2)C=C1